3-((3-(bromomethyl)-4-fluoropyridin-2-yl)amino)piperidine-2,6-dione BrCC=1C(=NC=CC1F)NC1C(NC(CC1)=O)=O